[Na].C=1(C(=CC=CC1)S(=O)(=O)O)C=CC=1C(=CC=CC1)S(=O)(=O)O stilbene-2,2'-disulfonic acid sodium